O1CCCOC2=C1C=CC(=C2)CC(=O)O 2-(3,4-dihydro-2H-1,5-benzodioxepin-7-yl)acetic acid